N(=[N+]=[N-])C/C(=C/CCC1C2(OCCO2)CCCC1)/C (E)-6-(5-azido-4-methylpent-3-enyl)-1,4-dioxaspiro(4.5)decane